ClC=1C=CC=2C(N1)=NN(C2)C2CCN(CC2)C(=O)OC(C)(C)C tert-butyl 4-(6-chloropyrazolo[3,4-b]pyridin-2-yl)piperidine-1-carboxylate